C(C)(C)(C)OC(=O)N1CCC2(CN(C=N2)C2=CC=C(C=C2)C)CC1 3-(p-tolyl)-1,3,8-triazaspiro[4.5]dec-1-ene-8-carboxylic acid tert-butyl ester